COC=1C=C2C(=NC=NC2=CC1OCCCN1CCN(CC1)C)C1=CC=C(C=C1)NC(CC1CCNCC1)=O N-(4-(6-methoxy-7-(3-(4-methylpiperazin-1-yl)propoxy)quinazolin-4-yl)phenyl)-2-(piperidin-4-yl)acetamide